C1(=CC=C(C=C1)C=1NC(=C(N1)C)CO)C 2-p-toluyl-4-methyl-5-Hydroxymethylimidazole